(4-(5-bromobenzo[d]thiazol-2-yl)pentyl)-4-methoxybenzenesulfonamide BrC=1C=CC2=C(N=C(S2)C(CCCC2=C(C=CC(=C2)OC)S(=O)(=O)N)C)C1